COC(=O)C1=CC=C(C=C1)[C@H](C)NC(=O)[C@H]1N(CCOC1)C(=O)OC(C)(C)C tert-butyl (S)-3-(((S)-1-(4-(methoxycarbonyl) phenyl)ethyl)carbamoyl)morpholine-4-carboxylate